CN1CC2=CC=C(C=C2C1)N 2-methyl-isoindolin-5-amine